Chroman-3-yl(1-(2-methoxyethyl)-6-(1H-pyrazol-4-yl)-1H-indazol-3-yl)methanone O1CC(CC2=CC=CC=C12)C(=O)C1=NN(C2=CC(=CC=C12)C=1C=NNC1)CCOC